C(C)(C)(C)OC(=O)N1C[C@@H]([C@H](CC1)NC(=O)OCC1=CC=CC=C1)CC#N (3S,4S)-4-(((Phenylmethoxy)carbonyl)amino)-3-(cyanomethyl)piperidine-1-carboxylic acid tert-butyl ester